1-(1-(6,7-difluoro-1-oxo-1,2-dihydroisoquinolin-4-yl)ethyl)-1-methyl-3-phenylurea FC=1C=C2C(=CNC(C2=CC1F)=O)C(C)N(C(=O)NC1=CC=CC=C1)C